N-[1,3]Dioxolo[4',5':4,5]benzo[1,2-d]thiazol-6-yl-2-(4-ethanesulfonyl-phenyl)-acetamide O1COC2=CC3=C(N=C(S3)NC(CC3=CC=C(C=C3)S(=O)(=O)CC)=O)C=C21